[Si](C1=CC=CC=C1)(C1=CC=CC=C1)(C(C)(C)C)NS(=O)(=NC(NC1=C2CCCC2=CC=2CCCC12)=O)C1=C(C=C(C=C1)C(C)(C)N(C(OC(C)(C)C)=O)C)F tert-butyl 2-(4-(N-(tert-butyldiphenylsilyl)-N'-(1,2,3,5,6,7-hexahydro-s-indacen-4-ylcarbamoyl)sulfamimidoyl)-3-fluorophenyl)propan-2-yl(methyl)carbamate